NC1=NN(C=2CN(CCC21)C(=O)NC)C(=O)C2CCNC1=CC=CC=C21 3-amino-N-methyl-1-(1,2,3,4-tetrahydroquinoline-4-carbonyl)-4,5-dihydro-1H-pyrazolo[3,4-c]pyridine-6(7H)-carboxamide